COC1=C(C=CC=C1CC1=NNC(C2=CC=CC=C12)=O)C1=CC2=C(NC(=N2)NC(OCC)=O)C=C1 Ethyl (5-(2-methoxy-3-((4-oxo-3,4-dihydrophthalazin-1-yl)methyl)phenyl)-1H-benzoimidazol-2-yl)carbamate